tert-Butyl (1S,4S)-5-(4-((3-chloro-4-(cyclopropylmethoxy)-2-fluorophenyl)amino)-7-fluoropyrido[3,2-d]pyrimidin-6-yl)-2,5-diazabicyclo[2.2.1]heptane-2-carboxylate ClC=1C(=C(C=CC1OCC1CC1)NC=1C2=C(N=CN1)C=C(C(=N2)N2[C@@H]1CN([C@H](C2)C1)C(=O)OC(C)(C)C)F)F